2-(6-oxo-1-(tetrahydro-2H-pyran-2-yl)-1,6-dihydropyridazin-4-yl)ethyl methanesulfonate CS(=O)(=O)OCCC=1C=NN(C(C1)=O)C1OCCCC1